FC1=C(C=CC=C1F)[C@H]([C@H]1[C@@H]2N(C(C=3N1N=CC(C3C(C(=O)[O-])C3CCOCC3)=O)=O)CCC2)C2=CC=CC=C2 (9aR,10S)-10-((R)-(2,3-difluorophenyl)(phenyl)methyl)-3,5-dioxo-3,5,8,9,9a,10-hexahydro-7H-pyrrolo[1',2':4,5]pyrazino[1,2-b]pyridazin-4-yl-2-(tetrahydro-2H-pyran-4-yl)acetate